n-hexyltri(n-butoxy)silane C(CCCCC)[Si](OCCCC)(OCCCC)OCCCC